COC1=CC(=C(C=C1OC)NC(=O)C=1OC2=CC=CC=C2C(C1)=O)C(NC1=CC=C(C=C1)CCNCC1=CN=C2N1C=C(N=C2)Br)=O N-(4,5-Dimethoxy-2-((4-(2-(N-((6-bromoimidazo[1,2-a]pyrazin-3-yl)methyl)amino)ethyl)phenyl)carbamoyl)phenyl)-4-oxo-4H-chromene-2-carboxamide